O\C(\C(=O)OCC)=C/1\COC2=CC(=C(C=C2C1=O)OC(C)C)OC Ethyl (2Z)-hydroxy(6-isopropoxy-7-methoxy-4-oxo-2H-chromen-3(4H)-ylidene)acetate